(R)-2-amino-3-(7-(trifluoromethyl)thieno[3,2-b]pyridine-2-carboxamido)propanoic acid N[C@@H](C(=O)O)CNC(=O)C1=CC2=NC=CC(=C2S1)C(F)(F)F